N-(5-(4-isopropyl-4H-1,2,4-triazol-3-yl)pyridin-3-yl)-1H-benzo[d]imidazole-2-carboxamide C(C)(C)N1C(=NN=C1)C=1C=C(C=NC1)NC(=O)C1=NC2=C(N1)C=CC=C2